OCCNC1=NC=CC=C1B(O)O (2-((2-hydroxyethyl)amino)pyridin-3-yl)boronic acid